SCC1=CC=C(C=C1)B1OC(C)(C)C(C)(C)O1 4-mercaptomethylphenylboronic acid pinacol ester